FC(C1=NN=C(O1)C1=CC(=C(CN2C(N(C3=C2C=C(C=C3)C(F)(F)F)C3CCN(CC3)S(=O)(=O)C)=O)C=C1)F)F 3-(4-(5-(difluoromethyl)-1,3,4-oxadiazole-2-yl)-2-fluorobenzyl)-1-(1-(methylsulfonyl)piperidine-4-yl)-5-(trifluoromethyl)-1,3-dihydro-2H-benzo[d]imidazole-2-one